OC[C@H]1N(CCC1)C(=O)OC(C)(C)C t-butyl (S)-2-(hydroxymethyl)pyrrolidine-1-carboxylate